(7-ethoxy-4-(1-methyl-3-phenyl-1H-pyrazol-4-yl)quinazolin-6-yl)methanol ammonium octylsulphate C(CCCCCCC)OS(=O)(=O)[O-].[NH4+].C(C)OC1=C(C=C2C(=NC=NC2=C1)C=1C(=NN(C1)C)C1=CC=CC=C1)CO